CN1N=NC2=C1CC1(OCCO1)C2 1-methyl-4,6-dihydro-1H-spiro[cyclopenta[d][1,2,3]triazole-5,2'-[1,3]dioxolane]